[3-[5-[2-[[(3S)-1-(1-Methylpyrazol-3-yl)sulfonylpiperidin-3-yl]amino]pyrimidin-4-yl]imidazo[2,1-b][1,3]oxazol-6-yl]phenoxy]methyl-dihydrogenphosphat CN1N=C(C=C1)S(=O)(=O)N1C[C@H](CCC1)NC1=NC=CC(=N1)C1=C(N=C2OC=CN21)C=2C=C(OCOP(=O)(O)O)C=CC2